[B-](F)(F)(F)F.[B-](F)(F)(F)F.C1C[N+]2(CC[N+]1(CC2)CCl)F N-Chloromethyl-N'-fluorotriethylenediammonium bis(tetrafluoroborate)